1-(4-((4-((2-fluoro-4-((2-((3R,4R)-3-fluoro-4-methoxypyrrolidin-1-yl)pyridin-4-yl)oxy)phenyl)amino)-7-methoxyquinazolin-6-yl)amino)piperidin-1-yl)prop-2-en-1-one FC1=C(C=CC(=C1)OC1=CC(=NC=C1)N1C[C@H]([C@@H](C1)OC)F)NC1=NC=NC2=CC(=C(C=C12)NC1CCN(CC1)C(C=C)=O)OC